methyl-N-phenethylcyanamide CN(C#N)CCC1=CC=CC=C1